5-(5-Bromo-2-isopropyl-4-methoxy-phenoxy)-pyrimidine-2,4-diamine BrC=1C(=CC(=C(OC=2C(=NC(=NC2)N)N)C1)C(C)C)OC